(S)-cyclopropyl(4-(7-fluorobenzo[d]thiazol-2-yl)-6,7-dihydro-1H-imidazo[4,5-c]pyridin-5(4H)-yl)methanone C1(CC1)C(=O)N1[C@@H](C2=C(CC1)NC=N2)C=2SC1=C(N2)C=CC=C1F